(S)-2-(4-(6-((4-chlorobenzyl)oxy)pyridin-2-yl)-2,5-difluorobenzyl)-3-(4,4-dimethyltetrahydrofuran-3-yl)-3H-imidazo[4,5-b]pyridine-5-carboxylic acid ClC1=CC=C(COC2=CC=CC(=N2)C2=CC(=C(CC3=NC=4C(=NC(=CC4)C(=O)O)N3[C@@H]3COCC3(C)C)C=C2F)F)C=C1